N,2-dioleyloxy-3-aminopentan C(CCCCCCC\C=C/CCCCCCCC)ONC(C(C)OCCCCCCCC\C=C/CCCCCCCC)CC